N-(3-chloro-2-fluorophenylmethyl)-2-((4-methylpent-2-yl)amino)acetamide (2S,5R)-7-oxo-2-(N-(2-(piperidin-4-yl)acetyl)carbamimidoyl)-1,6-diazabicyclo[3.2.1]octan-6-yl-hydrogensulfate O=C1N([C@@H]2CC[C@H](N1C2)C(NC(CC2CCNCC2)=O)=N)OS(=O)(=O)O.ClC=2C(=C(C=CC2)CNC(CNC(C)CC(C)C)=O)F